COCCN1C(N(C2=CC=C(C=C2C1=O)NC(=O)NC1=CC(=CC=C1)C(C(F)(F)F)=O)CCN1CCCCC1)=O 1-(3-(2-methoxyethyl)-2,4-dioxo-1-(2-(piperidin-1-yl)ethyl)-1,2,3,4-tetrahydroquinazolin-6-yl)-3-(3-(2,2,2-trifluoroacetyl)phenyl)urea